2-(4-isocyanatobenzyl)-3-methylisoindolin-1-one N(=C=O)C1=CC=C(CN2C(C3=CC=CC=C3C2C)=O)C=C1